C(C1=CC=CC=C1)OC(=O)N1CCN(CCNCCNCC1)C(=O)OCC1=CC=CC=C1 1,4,7,10-tetraazacyclododecane-1,4-dicarboxylic acid dibenzyl ester